NC1=NN2C(C=C(C=C2)C=2C=C(C(=NC2C)C)C(=O)NCC2=C(C=CC(=C2)C(F)(F)F)F)=N1 5-{2-amino-[1,2,4]triazolo[1,5-a]pyridin-7-yl}-N-{[2-fluoro-5-(trifluoromethyl)phenyl]methyl}-2,6-dimethylpyridine-3-carboxamide